(5S,6S,9R)-5-azido-6-(2,3-difluorophenyl)-6,7,8,9-tetrahydro-5H-cyclohepta[b]pyridin-9-yl 4-(2-oxo-2,3-dihydro-1H-imidazo[4,5-b]pyridin-1-yl)piperidine-1-carboxylate O=C1N(C=2C(=NC=CC2)N1)C1CCN(CC1)C(=O)O[C@@H]1CC[C@H]([C@@H](C=2C1=NC=CC2)N=[N+]=[N-])C2=C(C(=CC=C2)F)F